(S)-5-cyano-1-(3-cyanobenzyl)-N-(5-methyl-4-oxo-2,3,4,5-tetrahydropyrido[3,2-b][1,4]oxazepin-3-yl)-1H-pyrazole-3-carboxamide C(#N)C1=CC(=NN1CC1=CC(=CC=C1)C#N)C(=O)N[C@@H]1C(N(C2=C(OC1)C=CC=N2)C)=O